NC=1C(=NC=CC1)NCC1=CC=C(N=N1)C#N 6-(((3-aminopyridin-2-yl)amino)methyl)pyridazine-3-carbonitrile